7-benzyl-9-methyl-3-oxo-1,3,5,6,7,8-hexahydro-2,4,7-triaza-cyclopenta[b]naphthalene-2-carboxylic acid tert-butyl ester C(C)(C)(C)OC(=O)N1C(C=2C(=C(C=3CN(CCC3N2)CC2=CC=CC=C2)C)C1)=O